COC=1C=C(/C=C/C2=C(O[Si](CC)(CC)CC)C=CC(=C2)OC)C=C(C1)OC (E)-(2-(3,5-dimethoxystyryl)-4-methoxyphenoxy)triethylsilicon